CN[C@@H](CC1=CC=CC=C1)C(=O)O N-methyl-L-phenylalanine